ClC1=CC2=C(N=N1)N(C=N2)CC2CCN(CC2)C(=O)OC(C)(C)C tert-butyl 4-({3-chloro-7H-imidazo[4,5-c]pyridazin-7-yl}methyl)piperidine-1-carboxylate